aminophosphoryl-bis-triazole NP(=O)(C=1N=NNC1)C=1N=NNC1